methyl-5-(1-methylimidazol-4-yl)-6-[[(1S)-1-phenylethyl]amino]pyridine-3-sulfonamide CC1=NC(=C(C=C1S(=O)(=O)N)C=1N=CN(C1)C)N[C@@H](C)C1=CC=CC=C1